C(CCCCCCCCCCC)(=O)OCC 1-ethyl dodecanoate